Diazenylbenzen N(=N)C1=CC=CC=C1